iron-titanium-tantalum [Ta].[Ti].[Fe]